NC/C(/CN1N=CN(C1=O)CC1=CC=C(S1)N1C(CCC2=CC=C(C=C12)F)=O)=C\F [5-({1-[(2E)-2-(aminomethyl)-3-fluoroprop-2-en-1-yl]-5-oxo-1,5-dihydro-4H-1,2,4-triazol-4-yl}methyl)thiophen-2-yl]-7-fluoro-3,4-dihydro-quinolin-2(1H)-one